3-bromo-2-(4-cyanophenyl)imidazole BrN1C(=NC=C1)C1=CC=C(C=C1)C#N